C1=C(C=CC2=CC=CC=C12)C(O)C1=CC2=CC=CC=C2C=C1 di(naphthalen-2-yl)methanol